2-(1,3-diallyl-1H-indol-2-yl)acetic acid ethyl ester C(C)OC(CC=1N(C2=CC=CC=C2C1CC=C)CC=C)=O